6-(1-(3,3-difluorocyclobutyl)-4-(4-fluorophenyl)-1H-imidazol-5-yl)imidazo[1,2-a]pyridine-3-carbonitrile FC1(CC(C1)N1C=NC(=C1C=1C=CC=2N(C1)C(=CN2)C#N)C2=CC=C(C=C2)F)F